COC(C(C1CC=2N(CC1)C=NN2)NC(=O)OC(C)(C)C)=O.OC2=CC=C1C(C[C@@H](OC1=C2)C2=CC=C(C=C2)O)=O (2R)-7-hydroxy-2-(4-hydroxyphenyl)chroman-4-one methyl-2-((tert-butoxycarbonyl)amino)-2-(5,6,7,8-tetrahydro-[1,2,4]triazolo[4,3-a]pyridin-7-yl)acetate